2-(6-fluoro-7-(2,2,6,6-tetramethylpiperidin-4-yl)imidazo[1,2-a]pyrimidin-2-yl)-5-(2H-1,2,3-triazol-2-yl)pyridin-3-ol FC=1C(=NC=2N(C1)C=C(N2)C2=NC=C(C=C2O)N2N=CC=N2)C2CC(NC(C2)(C)C)(C)C